(S)-4-((5-chloropyridin-2-yl)((8-methyl-4-oxochroman-7-yl)oxy)methyl)benzamide ClC=1C=CC(=NC1)[C@H](C1=CC=C(C(=O)N)C=C1)OC1=CC=C2C(CCOC2=C1C)=O